1-Fluorocyclopropane-1-carbaldehyde FC1(CC1)C=O